BrC1=CC=C(C=C1)N1CCN(CC1)C(=O)C1(CCC1)F [4-(4-bromophenyl)piperazin-1-yl](1-fluorocyclobutyl)methanone